ClC=1C2=C(N=C(N1)OC[C@@]13CCCN3C[C@@H](C1)F)C(=C(N=C2)C2=CC=CC1=CC=C(C(=C21)Cl)F)F 4-chloro-7-(8-chloro-7-fluoronaphthalen-1-yl)-8-fluoro-2-(((2R,7aR)-2-fluorohexahydro-1H-pyrrolizin-7a-yl)methoxy)pyrido[4,3-d]pyrimidine